NC1CCC(CC1)C(=O)OCC ethyl p-aminocyclohexyl-carboxylate